ClC=1C(=C(C(=C(C1[2H])[2H])[2H])[2H])Cl dichlorobenzene-d4